2-methoxy-N-(4-methoxy-6-((5-propynyl-5,6-dihydropyrrolo[3,4-c]pyrazol-1(4H)-yl)methyl)benzo[d]isoxazol-3-yl)benzenesulfonamide COC1=C(C=CC=C1)S(=O)(=O)NC1=NOC2=C1C(=CC(=C2)CN2N=CC1=C2CN(C1)C#CC)OC